[Na+].C(C)S(=O)(=O)C=1C=CC(=NC1)CC(=O)[O-] (5-(ethylsulfonyl)pyridin-2-yl)acetic acid sodium salt